C(C)(C)(C)OC(=O)N1C(CC1)C=1SC(=C(N1)C1=C(C(=CC=C1)NS(=O)(=O)C1=C(C=CC(=C1)F)F)F)C1=NC(=NC=C1)N 2-{5-(2-Aminopyrimidin-4-yl)-4-[3-(2,5-difluorobenzenesulfonylamino)-2-fluorophenyl]-thiazol-2-yl}-azetidine-1-carboxylic acid tert-butyl ester